methyl 5-(3-carbamimidoylphenoxy)-1H-indole-4-carboxylate C(N)(=N)C=1C=C(OC2=C(C=3C=CNC3C=C2)C(=O)OC)C=CC1